N-((1R,2R,4S)-7-cyano-7-azabicyclo[2.2.1]heptan-2-yl)-1-(3,5-dichlorophenyl)-3-azepanecarboxamide C(#N)N1[C@H]2[C@@H](C[C@@H]1CC2)NC(=O)C2CN(CCCC2)C2=CC(=CC(=C2)Cl)Cl